Diaminosulfur trifluoride N[S](N)(F)(F)F